(4-methyl-1,3-phenylene)bis(N',N'-dimethylurea) CC1=C(C=C(C=C1)NC(=O)N(C)C)NC(=O)N(C)C